6-(4-chloro-3-fluorophenyl)-6-methyl-3-(3-(pyridin-4-yl)-1H-pyrazol-5-yl)-1,3-oxazinan-2-one ClC1=C(C=C(C=C1)C1(CCN(C(O1)=O)C1=CC(=NN1)C1=CC=NC=C1)C)F